2,5-bis-(hydroxymethyl)-1,4-dioxane-2,5-diol OCC1(OCC(OC1)(O)CO)O